C(C)C=1C(=NC=NC1)N1CCN(CC1)CN1C=CC2=CC=C(C=C12)OCCOC ((4-(5-ethylpyrimidin-4-yl)piperazin-1-yl)methyl)-6-(2-methoxyethoxy)-1H-indole